Tert-butyl (3,3-diethyl-1-(6-(((1S,2S)-2-(hydroxymethyl)cyclopropyl)methoxy)-5-(3-methoxyazetidin-1-yl)pyridin-2-yl)-1,4-dioxo-8,11,14-trioxa-2,5-diazahexadecan-16-yl)carbamate C(C)C(NC(=O)C1=NC(=C(C=C1)N1CC(C1)OC)OC[C@@H]1[C@H](C1)CO)(C(NCCOCCOCCOCCNC(OC(C)(C)C)=O)=O)CC